SC(N)=N sulfanylmethanimidamide